2-(2,7-dimethyl-2H-indazol-5-yl)-7-(4-methylpiperazin-1-yl)-5H-[1,3,4]thiadiazolo[3,2-a]pyrimidin-5-one CN1N=C2C(=CC(=CC2=C1)C1=NN2C(=NC(=CC2=O)N2CCN(CC2)C)S1)C